Methyl-3-oxo-3,4-dihydro-2H-benzo[b][1,4]oxazine-6-carboxylate COC(=O)C1=CC2=C(OCC(N2)=O)C=C1